1-(4-chlorophenyl)-4-(1-(trifluoromethyl)cyclopropyl)butane-1,4-dione ClC1=CC=C(C=C1)C(CCC(=O)C1(CC1)C(F)(F)F)=O